COC(C1=NC=CC=C1C1(CC1)C(F)(F)F)=O (1-(trifluoromethyl)cyclopropyl)picolinic acid methyl ester